methyl 3-(difluoromethyl)-1-methyl-1H-pyrazole-4-carboxylate FC(C1=NN(C=C1C(=O)OC)C)F